N=1C=CN2N=C(C=CC21)SCCC2C(NC1=CC=CC=C1N2S(=O)(=O)C2=CC=CC1=CC=CC=C21)=O 3-(2-(imidazo[1,2-b]pyridazin-6-ylthio)ethyl)-4-(naphthalen-1-yl-sulfonyl)-3,4-dihydroquinoxalin-2(1H)-one